(1R,2S)-1-(5-chloropyrimidin-2-yl)-N-(5-((1S,2R)-2-(difluoromethyl)cyclopropyl)-4-(4,6-dimethoxypyrimidin-5-yl)-4H-1,2,4-triazol-3-yl)-1-methoxypropane-2-sulfonamide ClC=1C=NC(=NC1)[C@H]([C@H](C)S(=O)(=O)NC1=NN=C(N1C=1C(=NC=NC1OC)OC)[C@@H]1[C@@H](C1)C(F)F)OC